tert-butyl-(2R,4R)-4-((6-((1-(tert-butyl)-5-methyl-1H-pyrazol-3-yl) amino)-3-fluoro-4-propionylpyridin-2-yl) methyl)-2-methylpiperidine-4-carboxylate C(C)(C)(C)OC(=O)[C@]1(C[C@H](NCC1)C)CC1=NC(=CC(=C1F)C(CC)=O)NC1=NN(C(=C1)C)C(C)(C)C